(R)-2-(butylamino)-1-(o-fluorophenyl)-1-ethanol C(CCC)NC[C@H](O)C1=C(C=CC=C1)F